ClC1=C(C=CC=C1)S(=O)(=O)NC1=NC(=C(C=C1)C=1C=C2C=NC(=NC2=C(C1)F)NC1CCC(CC1)N(C)C)OC 2-chloro-N-(5-(2-(((1r,4r)-4-(dimethylamino)cyclohexyl)amino)-8-fluoroquinazolin-6-yl)-6-methoxypyridin-2-yl)benzenesulfonamide